2,6-diphenylpyridin C1(=CC=CC=C1)C1=NC(=CC=C1)C1=CC=CC=C1